4-morpholin-4-ylmethyl-benzamide N1(CCOCC1)CC1=CC=C(C(=O)N)C=C1